C(C)(C)N1C(N(C(C(=C1)C(=O)O)=O)C1=CC=C(C=C1)F)=O 1-isopropyl-3-(4-fluorophenyl)-2,4-dioxo-1,2,3,4-tetrahydropyrimidine-5-formic acid